(Vinyloxy)butane-1-ol C(=C)OC(CCC)O